S1C(=NC=C1)C=1C=C(C=CC1)[C@@H]1NOCC1 (R)-3-(3-(thiazol-2-yl)phenyl)isoxazolidine